O=S1CCN(CC1)C(=O)N 1-oxo-1,4-thiazinane-4-carboxamide